CS(=O)(=O)NC=1C(=CC2=C([C@@H]3CC4=C(CN3CC2)C(=C(C=C4)OC)OC)C1)OC (S)-2-methanesulfonylamino-3,9,10-trimethoxy-6,8,13,13a-tetrahydro-5H-dibenzo[a,g]quinolizine